FC=1C(=NC(=CC1)F)NC1=NC=CC=C1C1=NC(=C(C(=N1)C(=O)N)OC)C1=C2C=NNC2=CC=C1C 2-(2-((3,6-difluoropyridin-2-yl)amino)pyridin-3-yl)-5-methoxy-6-(5-methyl-1H-indazol-4-yl)pyrimidine-4-carboxamide